(2-bromopyridin-3-yl)-4-methoxybenzenesulfonamide BrC1=NC=CC=C1C1=C(C=CC(=C1)OC)S(=O)(=O)N